CN(CCC[Si](OC)(OC)OC)C 3-dimethylaminopropyltrimethoxysilane